CC1=C(C(=CC(=C1)C)C)[SH2+] 2,4,6-trimethylphenylsulfonium